3,3'-((2-(12-(benzyloxy)-12-oxododecanamido)-2-((2-carboxyethoxy)methyl)propane-1,3-diyl)bis(oxy))dipropionic acid C(C1=CC=CC=C1)OC(CCCCCCCCCCC(=O)NC(COCCC(=O)O)(COCCC(=O)O)COCCC(=O)O)=O